1-(2-acetyl-2-azaspiro[3.3]heptan-6-yl)-N-(3-chloro-5-(methylsulfonamido)phenyl)-1H-pyrazole-4-carboxamide C(C)(=O)N1CC2(C1)CC(C2)N2N=CC(=C2)C(=O)NC2=CC(=CC(=C2)NS(=O)(=O)C)Cl